3-((4-(2-(5-bromo-2-oxopyridin-1(2H)-yl)acetyl)-5-methyl-1H-pyrazol-1-yl)methyl)benzoic acid BrC=1C=CC(N(C1)CC(=O)C=1C=NN(C1C)CC=1C=C(C(=O)O)C=CC1)=O